tert-butyl (3R,4R)-4-(((7-(([1,1'-biphenyl]-4-ylmethyl)(tert-butoxycarbonyl)amino)-3-isopropylpyrazolo[1,5-a]pyrimidin-5-yl)amino)methyl)-3-hydroxypiperidine-1-carboxylate C1(=CC=C(C=C1)CN(C1=CC(=NC=2N1N=CC2C(C)C)NC[C@@H]2[C@H](CN(CC2)C(=O)OC(C)(C)C)O)C(=O)OC(C)(C)C)C2=CC=CC=C2